4-(4-methylbenzyl)piperidin-4-ol hydrochloride Cl.CC1=CC=C(CC2(CCNCC2)O)C=C1